1-butyl-3-propylimidazole iodide [I-].C(CCC)N1CN(C=C1)CCC